(2R,4S)-2-(2-((S)-5-(8-bromo-1H-imidazo[4,5-c]quinolin-1-yl)pent-2-yloxy)-5-fluoropyridin-3-yl)-4-fluoropyrrolidine-1-carboxylic acid tert-butyl ester C(C)(C)(C)OC(=O)N1[C@H](C[C@@H](C1)F)C=1C(=NC=C(C1)F)O[C@@H](C)CCCN1C=NC=2C=NC=3C=CC(=CC3C21)Br